FC=1C=C(C(=O)NC23CCC(CC2)(C3)O)C=CC1C1=NC=CC3=C1C=CN3 3-fluoro-N-(4-hydroxy-bicyclo[2.2.1]heptan-1-yl)-4-(1H-pyrrolo[3,2-c]pyridin-4-yl)benzamide